C(#N)C1=CC(=C(C=C1)NC(=O)C1(CCC1)N1N=CC(=C1)C#CC1CN(C1)C=1C=C2C(N(C(C2=CC1)=O)C1C(NC(CC1)=O)=O)=O)C1CC1 N-(4-cyano-2-cyclopropylphenyl)-1-(4-((1-(2-(2,6-dioxopiperidin-3-yl)-1,3-dioxoisoindolin-5-yl)azetidin-3-yl)ethynyl)-1H-pyrazol-1-yl)cyclobutane-1-carboxamide